4-amino-1-methyl-N-(1-methyl-1H-pyrazol-4-yl)-N-((5-(trifluoromethyl)-2-pyridinyl)methyl)-1H-pyrazolo[4,3-c]quinoline-8-carboxamide NC1=NC=2C=CC(=CC2C2=C1C=NN2C)C(=O)N(CC2=NC=C(C=C2)C(F)(F)F)C=2C=NN(C2)C